4-chloro-3-(4-((S)-2-cyclohexyl-2-(1-(2-hydroxyethyl)-1H-pyrazole-5-carboxamido)acetamido)-2-fluorophenyl)-2-methylpyridine 1-oxide ClC1=C(C(=[N+](C=C1)[O-])C)C1=C(C=C(C=C1)NC([C@@H](NC(=O)C1=CC=NN1CCO)C1CCCCC1)=O)F